methyl 8-hydroxy-5,6,7,8-tetrahydro-[1,2,4]triazolo[4,3-a]pyridine-6-carboxylate OC1C=2N(CC(C1)C(=O)OC)C=NN2